FC1=CC=C(C=C1)C1=NN2C(CN(CC2)C(C)=O)=C1C1=NC(=NC=C1)C 1-(2-(4-fluorophenyl)-3-(2-methylpyrimidin-4-yl)-6,7-dihydropyrazolo[1,5-a]pyrazin-5(4H)-yl)ethan-1-one